[Co]=O.[Fe].[Cr] chromium iron cobalt oxide